(S)-2-((tert-butoxycarbonyl)amino)-3-(5-fluoro-2-(1-methyl-1H-pyrazol-4-yl)pyridine-3-yl)propanoic acid C(C)(C)(C)OC(=O)N[C@H](C(=O)O)CC=1C(=NC=C(C1)F)C=1C=NN(C1)C